ClC1=CC=C(C=C1)SC1=CC=C(\C=C/2\C(=C(C3=CC(=CC=C23)F)CC(=O)O)C)C=C1 (Z)-2-(1-(4-((4-Chlorophenyl)thio)benzylidene)-5-fluoro-2-methyl-1H-inden-3-yl)acetic acid